C1(CC1)C([C@@H](C(=O)NC1=CC=C(C=C1)I)NC(OC(C)(C)C)=O)C1CC1 Tert-butyl (S)-(1,1-dicyclopropyl-3-((4-iodophenyl)amino)-3-oxopropan-2-yl)carbamate